N1(N=CC=C1)C1=C(C=CC(=C1)C(F)(F)F)NC(C(C)(C)N1N=CC(=C1)C#CC1CN(C1)C=1C=C2C(N(C(C2=CC1)=O)C1C(NC(CC1)=O)=O)=O)=O N-(2-(1H-pyrazol-1-yl)-4-(trifluoromethyl)phenyl)-2-(4-((1-(2-(2,6-dioxopiperidin-3-yl)-1,3-dioxoisoindolin-5-yl)azetidin-3-yl)ethynyl)-1H-pyrazol-1-yl)-2-methylpropanamide